C(C)(C)N1[C@@H](CNCC1)C (2R)-1-isopropyl-2-methyl-piperazine